C[C@@H]1NCCN(C1)C=1C=CC=2N=CN=C(C2N1)NC1=CC(=C(C=C1)OC1=CC2=C(N(C=N2)C)C=C1)C (2S)-2-methyl-4-[4-({3-methyl-4-[(1-methyl-1,3-benzodiazol-5-yl)oxy]phenyl}amino)pyrido[3,2-d]pyrimidin-6-yl]piperazine